C1(=CC=CC=C1)/N=N/C1=C(N)C=CC=C1 (E)-2-(phenyldiazenyl)aniline